3-(2-aminoethoxy)-5-chlorothiophene-2-carboxamide NCCOC1=C(SC(=C1)Cl)C(=O)N